2-(2,6-dibromophenoxy)ethenone BrC1=C(OC=C=O)C(=CC=C1)Br